C(C)N1C(=CC(=C1)C=1N=C(N2C1C=NC(=C2)NC2=NC(=NC=C2)C=2C=NN(C2O)C)[C@@H](C)CCO)C(=O)OC methyl (S)-1-ethyl-4-(6-((2-(5-hydroxy-1-methyl-1H-pyrazol-4-yl) pyrimidin-4-yl) amino)-3-(4-hydroxybut-2-yl) imidazo[1,5-a]pyrazin-1-yl)-1H-pyrrole-2-carboxylate